BrC=1C=C(C=CC1)[C@@H](CO)N1C(C=C(C=C1)C=1C=C2C(=NNC2=CC1)C1=CC(=NC=C1)C)=O (S)-1-(1-(3-bromophenyl)-2-hydroxyethyl)-4-(3-(2-methylpyridin-4-yl)-1H-indazol-5-yl)pyridin-2(1H)-one